COC=1C(OC2=CC=CC=C2C1C)=O methoxy-4-methyl-coumarin